FC=1C=C(CC=2C=NN(C2)C(=O)N[C@@H]2C(N(C3=C(OC2)C=CC(=C3)OCCOC(=O)N3CCC3)C)=O)C=CC1.C(=C)=C1C3C=CC(C1)C3 VinylideneNorbornene (S)-2-((3-(4-(3-fluorobenzyl)-1H-pyrazole-1-carboxamido)-5-methyl-4-oxo-2,3,4,5-tetrahydrobenzo[b][1,4]oxazepin-7-yl)oxy)ethyl-azetidine-1-carboxylate